2-(2,6-dioxopiperidin-3-yl)-4-(3-(3-(methylamino)propoxy)-propyl)isoindoline-1,3-dione O=C1NC(CCC1N1C(C2=CC=CC(=C2C1=O)CCCOCCCNC)=O)=O